2-amino-5-{2-[(1S)-1-cyclopropylethyl]-7-methyl-1-oxo-2,3-dihydro-1H-isoindol-5-yl}-N-[(3R)-5-oxopyrrolidin-3-yl]pyrazolo[1,5-a]pyrimidine-3-carboxamide NC1=NN2C(N=C(C=C2)C=2C=C3CN(C(C3=C(C2)C)=O)[C@@H](C)C2CC2)=C1C(=O)N[C@H]1CNC(C1)=O